C1(=CC=CC=C1)C=[NH+][O-] α-phenylnitrone